rac-N-[(5R,6S)-5-[(2'-fluoro-3'-methyl[1,1'-biphenyl]-3-yl)methyl]-4-oxo-3-(propan-2-yl)-3,4,5,6,7,8-hexahydroquinazolin-6-yl]ethanesulfonamide FC1=C(C=CC=C1C)C1=CC(=CC=C1)C[C@@H]1C=2C(N(C=NC2CC[C@@H]1NS(=O)(=O)CC)C(C)C)=O |r|